BrC=1C=CC(=NC1)C(=O)NCCNC(=O)[C@H]1N(C[C@@H](C1)O)C([C@H](C(C)(C)C)N1N=NC(=C1)C1CC1)=O 5-bromo-N-[2-[[(2S,4R)-1-[(2S)-2-(4-cyclopropyltriazol-1-yl)-3,3-dimethyl-butanoyl]-4-hydroxy-pyrrolidine-2-carbonyl]amino]ethyl]pyridine-2-carboxamide